N[C@@]1(CN(CC1)C1=C(C=NC(=C1C1=CC(=CC(=C1)F)F)OC1CC1)C(=O)N[C@@H](C)C1CC1)C 4-[(3S)-3-amino-3-methylpyrrolidin-1-yl]-6-cyclopropyloxy-N-[(1S)-1-cyclopropylethyl]-5-(3,5-difluorophenyl)pyridine-3-carboxamide